O[C@@H]1C[C@H](N(C1)C([C@H](C(C)C)C1=CC(=NO1)C)=O)C(=O)OCC1=CC=CC=C1 benzyl (2S,4R)-4-hydroxy-1-((R)-3-methyl-2-(3-methylisoxazol-5-yl)butanoyl)pyrrolidine-2-carboxylate